1-chloro-4-(2-chloro-4-fluoro-phenyl)-7-isopropoxyisoquinoline ClC1=NC=C(C2=CC=C(C=C12)OC(C)C)C1=C(C=C(C=C1)F)Cl